FC1=C(C(=O)N2C3C(CC(C2)C(=O)N)CCC3)C(=CC=C1)C 1-(2-fluoro-6-methylbenzoyl)octahydro-1H-cyclopenta[b]pyridine-3-carboxamide